C(C)(C)(C)[Si](C1=CC=CC=C1)(C1=CC=CC=C1)OCCCC[N+](=O)[O-] tert-butyl-(4-nitrobutoxy)-diphenyl-silane